4-(pyridin-2-ylmethyl)benzonitrile N1=C(C=CC=C1)CC1=CC=C(C#N)C=C1